ClC=1C(=C(C=C(C1CO)Cl)O)C 3,5-dichloro-4-(hydroxymethyl)-2-methylphenol